FC1=CC=C(C=C1)NC(=O)C1=NNC2=CC=CC(=C12)[N+](=O)[O-] N-(4-fluorophenyl)-4-nitro-1H-indazole-3-carboxamide